(6,7-dichloro-1,3,4,5-tetrahydropyrido[4,3-b]indol-2-yl)-(5-methoxypyrimidin-2-yl)methanone ClC1=C(C=CC=2C3=C(NC12)CCN(C3)C(=O)C3=NC=C(C=N3)OC)Cl